Benzyl 4-amino-3-hydroxypiperidine-1-carboxylate NC1C(CN(CC1)C(=O)OCC1=CC=CC=C1)O